CC1N(C(CNC1)C)C=1C(=C2CN(C(C2=CC1F)=O)C1C(NC(CC1)=O)=O)F 3-(5-(2,6-dimethylpiperazin-1-yl)-4,6-difluoro-1-oxoisoindolin-2-yl)piperidine-2,6-dione